O1CCC(CC1)CNC(=O)C=1C=2C[C@@H]3[C@H](C2N(N1)C1=NC=CC=C1)C3 (1aR,5aR)-2-Pyridin-2-yl-1a,2,5,5a-tetrahydro-1H-2,3-diaza-cyclopropa[a]pentalene-4-carboxylic acid (tetrahydro-pyran-4-ylmethyl)-amide